C(CC(=O)O)(=O)O (+)-malonic acid